CC1N(CCC1)C=1C=C(C(=O)O)C=CC1 3-(2-methylpyrrolidin-1-yl)benzoic acid